2-((2r,3r)-3-aminobicyclo[3.2.1]oct-2-yl)-3-bromo-5-chloro-N-(thiophen-2-ylmethyl)thieno[3,2-b]pyridin-7-amine formate C(=O)O.N[C@H]1[C@@H](C2CCC(C1)C2)C2=C(C1=NC(=CC(=C1S2)NCC=2SC=CC2)Cl)Br